(+/-)-N-(3-aminopropyl)-N,N-dimethyl-2,3-bis(dodecyloxy)-1-propanaminium NCCC[N+](C[C@H](COCCCCCCCCCCCC)OCCCCCCCCCCCC)(C)C |r|